N1=CNC=2C=CC=3CCN(CC3C21)C(=O)[O-] 3H,6H,7H,8H,9H-imidazolo[4,5-h]isoquinoline-8-carboxylate